C(C)OC(=O)C=1C=NN(C1O)CC1=CC=C(C=C1)OC 5-hydroxy-1-(4-methoxybenzyl)-1H-pyrazole-4-carboxylic acid ethyl ester